CN(C)CC1C(C1)C(=O)NC=1N=CC2=CC(=NC=C2C1)C=1C=NC(=CC1C)C(CCC)O 2-[(dimethylamino)methyl]-N-(7-[6-[1-hydroxybutyl]-4-methylpyridin-3-yl]-2,6-naphthyridin-3-yl)cyclopropane-1-carboxamide